FC1=C(C(=C(C(=C1[B-](C1=C(C(=C(C(=C1F)F)F)F)F)(C1=C(C(=C(C(=C1F)F)F)F)F)C1=C(C(=C(C(=C1F)F)F)F)F)F)F)F)F.OC1=CC=C(C=C1)CC(C1=CC=CC=C1)S(=O)(=O)O (4-hydroxyphenyl)methylbenzylsulfonic acid tetrakis(pentafluorophenyl)borate